C1(CC1)N1C=CC=2C1=NC=C(C2)C(=O)NC=2C=C1CN(C(C1=CC2)=O)C2C(NC(CC2)=O)=O 1-cyclopropyl-N-[2-(2,6-dioxopiperidin-3-yl)-1-oxo-3H-isoindol-5-yl]pyrrolo[2,3-b]pyridine-5-carboxamide